C1=CN(C(=O)NC1=O)[C@H]2[C@@H]([C@@H]([C@H](O2)COP(=O)(O)OP(=O)(O)OP(=O)(O)O)O)O The molecule is a pyrimidine ribonucleoside 5'-triphosphate having uracil as the nucleobase. It has a role as an Escherichia coli metabolite and a mouse metabolite. It is a pyrimidine ribonucleoside 5'-triphosphate and a uridine 5'-phosphate. It is a conjugate acid of an UTP(4-) and an UTP(3-).